peroxyvaleric acid C(CCCC)(=O)OO